C(#N)[C@H]1N(CSC1)C(CNC(=O)C1=CC=NC2=CC=C(C=C12)C1(CC1)C1=CC(=NC=C1)C(F)(F)F)=O (R)-N-(2-(4-Cyanothiazolidin-3-yl)-2-oxoethyl)-6-(1-(2-(trifluoromethyl)pyridin-4-yl)cyclopropyl)quinoline-4-carboxamide